NCC1=CC=C(C=C1)C1=CC=CC=2N(C(NC21)=O)C2CCN(CC2)C(=O)NC2=CC(=C(C=C2)Cl)Cl 4-{4-[4-(aminomethyl)phenyl]-2-oxo-2,3-dihydro-1H-1,3-benzodiazol-1-yl}-N-(3,4-dichlorophenyl)piperidine-1-carboxamide